bicyclo[2.1.1]hexan-1-yl((2S,5S)-9-fluoro-2,3-dihydro-2,5-methanopyrido[3,4-f][1,4]oxazepin-4(5H)-yl)methanone C12(CCC(C1)C2)C(=O)N2C[C@H]1OC3=C([C@@H]2C1)C=NC=C3F